C(=O)C12CCC(CC1)(CC2)NC(OCC2=CC=CC=C2)=O Benzyl (4-formylbicyclo[2.2.2]octan-1-yl)carbamate